COCC1C(=O)NC(C1)=O 2-(methoxymethyl)-succinimide